Benzyl (S)-2-(4-hydroxyphenyl)-2-(isoindolin-2-yl)acetate OC1=CC=C(C=C1)[C@@H](C(=O)OCC1=CC=CC=C1)N1CC2=CC=CC=C2C1